rac-(1S*,2S*)-2-(5-chlorothiophen-2-yl)-N-(4-(((6-cyclopropylimidazo[1,2-a]pyridin-2-yl)methyl)amino)pyridin-2-yl)cyclopropane-1-carboxamide ClC1=CC=C(S1)[C@@H]1[C@H](C1)C(=O)NC1=NC=CC(=C1)NCC=1N=C2N(C=C(C=C2)C2CC2)C1 |r|